BrC1=C(C=CC=C1)C1=NC(=NC(=N1)C1=CC=CC=C1)C1=C(C=CC=C1)C1=CC=C(C=C1)C#N 2'-(4-(2-bromophenyl)-6-phenyl-1,3,5-triazin-2-yl)-[1,1'-biphenyl]-4-carbonitrile